CC1(OC2=C(O1)C=CC(=C2)C(C)N2C[C@@H](N(C[C@H]2C)C=2C=1C(N(C(C2)=O)C)=CNN1)C)C 7-((2S,5R)-4-(1-(2,2-dimethylbenzo[d][1,3]dioxol-5-yl)ethyl)-2,5-dimethylpiperazin-1-yl)-4-methyl-2,4-dihydro-5H-pyrazolo[4,3-b]pyridin-5-one